BrC1=C(C=C(C=C1)C1N(CC=CC1)C)F (4-bromo-3-fluoro-phenyl)-1-methyl-3,6-dihydro-2H-pyridine